N-[2-[(2,3-dihydroxypropyl)(2-hydroxyethyl)amino]ethyl]lauramide OC(CN(CCNC(CCCCCCCCCCC)=O)CCO)CO